2-methyl-2-(m-tolyl)propanoic acid CC(C(=O)O)(C)C=1C=C(C=CC1)C